N,2,4,6-tetramethylpyridinium hydroxide [OH-].C[N+]1=C(C=C(C=C1C)C)C